pteridin-7(8H)-one N1=CN=CC=2N=CC(NC12)=O